1,4-dimethyl-3,4-dihydroquinoline CN1CCC(C2=CC=CC=C12)C